(E)-N-(2-((4-(4-(3-bromo-4-fluorophenyl)-5-oxo-4,5-dihydro-1,2,4-oxadiazol-3-yl)-1,2,5-oxadiazol-3-yl)amino)ethyl)-N',4-dihydroxy-1,2,5-oxadiazol-3-carboxamidine BrC=1C=C(C=CC1F)N1C(=NOC1=O)C=1C(=NON1)NCCN/C(=N/O)/C1=NON=C1O